ethyl (E)-4-{[4-(3-chloro-10,11-dihydro-5H-dibenzo[b,f]azepin-5-yl)butyl]-methyl-amino}-but-2-enoate ClC=1C=CC2=C(N(C3=C(CC2)C=CC=C3)CCCCN(C/C=C/C(=O)OCC)C)C1